C1(CCCC1)N(C(=O)OCC1=C(C(=NN1C)OC)C1=CC=C(C(=N1)C)O[C@@H]1C[C@H](CCC1)C(=O)O)C |r| (+/-)-(1S,3S)-3-((6-(5-(((cyclopentyl(methyl)carbamoyl)oxy)methyl)-3-methoxy-1-methyl-1H-pyrazol-4-yl)-2-methylpyridin-3-yl)oxy)cyclohexane-1-carboxylic acid